C(C)(=O)OC1(CCC2C3CCC4=CC(CCC4=C3C(CC12C)C1=CC=C(C=C1)N(C)CCCCCCBr)=O)C(C)=O 17-acetyl-11-(4-((6-bromohexyl)(methyl)amino)phenyl)-13-methyl-3-oxo-2,3,6,7,8,11,12,13,14,15,16,17-dodecahydro-1H-cyclopenta[a]phenanthren-17-yl acetate